(R)-N-methyl-1-(6-(2-methylpyridin-4-yl)-1,3,4,5-tetrahydrobenzo[c]oxepin-1-yl)methanamine dihydrochloride salt Cl.Cl.CNC[C@@H]1OCCCC2=C1C=CC=C2C2=CC(=NC=C2)C